S(=O)(=O)(C1=CC=C(C)C=C1)O[C@H]1CC[C@H](CC1)C(=O)OC methyl cis-4-(tosyloxy)cyclohexane-1-carboxylate